(1S)-6-chloro-1-[(oxan-4-yl)methyl]-2-[4-(trifluoromethyl)pyridin-2-yl]-2,3,4,9-tetrahydro-1H-pyrido[3,4-b]indole ClC=1C=C2C3=C(NC2=CC1)[C@@H](N(CC3)C3=NC=CC(=C3)C(F)(F)F)CC3CCOCC3